C(C)(=O)C=1C=C(C=C2C(N(C(=NC12)N1CCOCC1)C)=O)F 8-acetyl-6-fluoro-3-methyl-2-morpholino-quinazolin-4-one